N-(6-((4-(((tert-Butylsulfinyl)amino)methyl)thiazol-2-yl)oxy)-4-methoxybenzo[d]isoxazol-3-yl)-5-ethyl-2-methoxybenzenesulfonamide C(C)(C)(C)S(=O)NCC=1N=C(SC1)OC1=CC2=C(C(=NO2)NS(=O)(=O)C2=C(C=CC(=C2)CC)OC)C(=C1)OC